IC1=CC(=C(N)C(=C1)C)C 4-iodo-2,6-dimethylaniline